thiazolo[5,4-c]pyridine-5-carboxylate N=1CSC2=CN(C=CC21)C(=O)[O-]